Cl.N[C@@H](C#N)C (R)-2-aminopropionitrile hydrochloride